5-[(1R)-1-(3,5-dimethylpyridazin-4-yl)ethoxy]-3-(3-ethoxy-5-methoxy-phenyl)-1H-indazole CC=1N=NC=C(C1[C@@H](C)OC=1C=C2C(=NNC2=CC1)C1=CC(=CC(=C1)OC)OCC)C